O=C1N(C(CCC1N1C(C2=CC=C(C=C2C1)O[C@@H]1[C@H](CCCCC1)NC(OC(C)(C)C)=O)=O)=O)COCC[Si](C)(C)C tert-butyl ((1S,2S)-2-((2-(2,6-dioxo-1-((2-(trimethylsilyl)ethoxy)methyl) piperidin-3-yl)-1-oxoisoindolin-5-yl)oxy)cycloheptyl)carbamate